N-methyl-3-fluorobenzamide CNC(C1=CC(=CC=C1)F)=O